2-methyl-1-(methylamino)propan CC(CNC)C